BrC=1C=C2C(=NC1)N(C(N2CC(=O)N(C)C)=O)C(C2=CC=CC=C2)(C2=CC=CC=C2)C2=CC=CC=C2 2-(6-bromo-2-oxo-3-trityl-2,3-dihydro-1H-imidazo[4,5-B]pyridin-1-yl)-N,N-dimethyl-acetamide